The molecule is an N-acyl-amino acid that is lysine in which one of the amino nitrogens at position N6 is replaced by a 3-methyl-3,4-dihydro-2H-pyrrole-2-carbonyl group. It is a lysine derivative, a N-acyl-amino acid, a pyrroline and a secondary carboxamide. CC1CC=NC1C(=O)NCCCCC(C(=O)O)N